3,4,5-tri(n-octyloxy)phenylboronic acid pinacol ester C(CCCCCCC)OC=1C=C(C=C(C1OCCCCCCCC)OCCCCCCCC)B1OC(C)(C)C(C)(C)O1